N-(naphthalene-2-yl)amine C1=C(C=CC2=CC=CC=C12)N